CC(C(=O)OC)C(C(C(=O)OC)C)=O dimethyl 2,4-dimethyl-3-oxoglutarate